FC1=C(C(=CC=C1)C(F)(F)F)S(=O)(=O)N 2-fluoro-6-(trifluoromethyl)-benzenesulfonamide